NC1=CC=C(C=C1)C(C)N α-(p-aminophenyl)ethylamine